CNC(=O)C1(CCOCC1)C N-methyl-4-methyltetrahydro-2H-pyran-4-carboxamide